C(CCC)[C@]1(CS(C2=C(N(C1)C1=CC=C(C=C1)F)C=C(C(=C2)OCC(=O)O)SC)(=O)=O)CC (R)-2-((3-butyl-3-ethyl-5-(4-fluorophenyl)-7-(methylthio)-1,1-dioxido-2,3,4,5-tetrahydro-1,5-benzothiazepin-8-yl)oxy)acetic acid